tert-butyl 4-(6-((3-cyanopyrrolo[1,2-b]pyridazin-7-yl)carbamoyl)-5-isopropoxybenzo[d]thiazol-2-yl)piperazine-1-carboxylate C(#N)C1=CC=2N(N=C1)C(=CC2)NC(=O)C2=CC1=C(N=C(S1)N1CCN(CC1)C(=O)OC(C)(C)C)C=C2OC(C)C